(5-(5-fluoro-2-methoxypyridin-4-yl)-1H-pyrazole-3-carbonyl)-N-(1-oxaspiro[3.5]non-7-yl)piperidine-4-carboxamide FC=1C(=CC(=NC1)OC)C1=CC(=NN1)C(=O)N1CCC(CC1)C(=O)NC1CCC2(CCO2)CC1